1-((4-nitrophenyl)sulfonyl)piperidine [N+](=O)([O-])C1=CC=C(C=C1)S(=O)(=O)N1CCCCC1